ClC1=C2C(=NC=C1)SC(=C2)C2C(N(CCC2)C(=O)OCC2=CC=CC=C2)CC benzyl 3-(4-chlorothieno[2,3-b]pyridin-2-yl)-2-ethyl-piperidine-1-carboxylate